cyano-1-(difluoromethyl)-N,N-dimethyl-1H-pyrazole-3-carboxamide C(#N)C=1C(=NN(C1)C(F)F)C(=O)N(C)C